2-bromo-3-(fluoromethoxy)pyridine BrC1=NC=CC=C1OCF